(Z)-N'-hydroxy-6-methoxy-2-((S)-1-((S)-1-methylpyrrolidin-2-yl)ethoxy)pyrimidine-4-carboximidamide O\N=C(/N)\C1=NC(=NC(=C1)OC)O[C@@H](C)[C@H]1N(CCC1)C